IC(C(C(C(C=C)(F)F)(F)F)(F)F)(F)F 6-iodo-3,3,4,4,5,5,6,6-octafluorohex-1-ene